N-(azetidin-3-yl)valeramide N1CC(C1)NC(CCCC)=O